C(C1=CC=CC=C1)OCC12C(C(C1)(C2)CCC(C)=O)B2OC(C(O2)(C)C)(C)C 4-(3-((benzyloxy)methyl)-2-(4,4,5,5-tetramethyl-1,3,2-dioxaborolan-2-yl)bicyclo[1.1.1]pentan-1-yl)butan-2-one